tert-butyl (4E)-4-[4-(2,6-dibenzyloxy-3-pyridyl)-3-oxo-piperazin-1-ium-1-ylidene]-3,3-difluoro-piperidine-1-carboxylate C(C1=CC=CC=C1)OC1=NC(=CC=C1N1C(C\[N+](\CC1)=C/1\C(CN(CC1)C(=O)OC(C)(C)C)(F)F)=O)OCC1=CC=CC=C1